P(=O)(O)(O)O.C(CCCCCCCCCCC\C=C/CCCCCCCC)(=O)O erucic acid phosphate